ethyl 1-(4-chloro-2-fluorophenyl)piperidine-4-carboxylate ClC1=CC(=C(C=C1)N1CCC(CC1)C(=O)OCC)F